5-(5-(3-(piperidin-3-ylmethoxy)naphthalen-2-yl)-1H-pyrazol-3-ylamino)pyrazine-2-carbonitrile N1CC(CCC1)COC=1C(=CC2=CC=CC=C2C1)C1=CC(=NN1)NC=1N=CC(=NC1)C#N